oxoosmium (VI) O=[Os+4]